2,6-bis(dimethylaminomethyl)phenol CN(C)CC1=C(C(=CC=C1)CN(C)C)O